1-ethyl-3-methylimidazole methyl-phosphate salt COP(=O)(O)O.C(C)N1CN(C=C1)C